C(C)(C)(C)N1C(N(CCC1)CC1CCN(CC1)C1=C2C(N(C(C2=CC=C1)=O)C1C(NC(CC1)=O)=O)=O)=O (4-((3-(tert-butyl)-2-oxotetrahydropyrimidin-1(2H)-yl)methyl)piperidin-1-yl)-2-(2,6-dioxopiperidin-3-yl)isoindoline-1,3-dione